hydroxyethylidenediphosphonic acid sodium salt [Na+].OCC(P([O-])([O-])=O)P([O-])([O-])=O.[Na+].[Na+].[Na+]